2-chloro-8-cyclopentyl-5-methyl-6-(2-methyl-1,3-dioxolan-2-yl)-8H-pyrido[2,3-d]pyrimidine ClC=1N=CC2=C(N1)N(CC(=C2C)C2(OCCO2)C)C2CCCC2